[Al].[Mg].[Cu] copper-magnesium-aluminum salt